4-(2-(3-(bromodifluoromethoxy)-5-nitrophenoxy)ethyl)morpholine BrC(OC=1C=C(OCCN2CCOCC2)C=C(C1)[N+](=O)[O-])(F)F